diethyl 2-acetamido-2-(pyridin-3-ylmethyl)malonate C(C)(=O)NC(C(=O)OCC)(C(=O)OCC)CC=1C=NC=CC1